N-(4-methoxybenzyl)-N-methyl-3-(2-methyl-2,3-dihydroimidazo[2,1-b]oxazol-6-yl)-4-((6-(Trifluoromethoxy)pyridin-3-yl)amino)benzenesulfonamide COC1=CC=C(CN(S(=O)(=O)C2=CC(=C(C=C2)NC=2C=NC(=CC2)OC(F)(F)F)C=2N=C3OC(CN3C2)C)C)C=C1